1,3-adamantanedicarboxylic acid chloride C12(CC3(CC(CC(C1)C3)C2)C(=O)Cl)C(=O)Cl